N1N=NC2=C1C=CC(=C2)CNC(=O)C2C1CN(CC2C1)C(=O)OC(C)(C)C tert-butyl 6-(((1H-benzo[1,2,3]triazol-5-yl) methyl) carbamoyl)-3-azabicyclo[3.1.1]heptane-3-carboxylate